tert-butyl 3-((3-amino-6-chloropyridazin-4-yl)ethynyl)-3-methylpyrrolidine-1-carboxylate NC=1N=NC(=CC1C#CC1(CN(CC1)C(=O)OC(C)(C)C)C)Cl